Triethylammonium 3-[[4-[2-Fluoro-4-[[1-[(3-Chlorophenyl)carbamoyl]cyclopropancarbonyl]amino]phenoxy]-6-methoxy-7-quinolyl]oxy]propionat FC1=C(OC2=CC=NC3=CC(=C(C=C23)OC)OCCC(=O)[O-])C=CC(=C1)NC(=O)C1(CC1)C(NC1=CC(=CC=C1)Cl)=O.C(C)[NH+](CC)CC